N1-(1-(3-(pyrrolo[2,3-c]pyridin-1-yl)propanoyl)piperidin-4-yl)-2-aminopentanediamide N1(C=CC=2C1=CN=CC2)CCC(=O)N2CCC(CC2)NC(C(CCC(=O)N)N)=O